(2-chloro-4-fluoro-phenyl)-[8-[2-(methoxymethoxy)-5-[[4-(2-phenylethyl)-1-piperidyl]sulfonyl]phenyl]-3,8-diazabicyclo[3.2.1]octan-3-yl]methanone ClC1=C(C=CC(=C1)F)C(=O)N1CC2CCC(C1)N2C2=C(C=CC(=C2)S(=O)(=O)N2CCC(CC2)CCC2=CC=CC=C2)OCOC